C(C1=CC=CC=C1)OC1=CC=CC(=N1)N1CC(CC1)N(C)C 1-(6-(benzyloxy)pyridin-2-yl)-N,N-dimethylpyrrolidin-3-amine